C(OC=1C(=NC=CC1OC)C(N[C@@H](C)C1=NOC(=N1)C1=CC=C(C=C1)C1=CC=CC=C1)=O)(OCC)=O (S)-2-((1-(5-([1,1'-biphenyl]-4-yl)-1,2,4-oxadiazol-3-yl)ethyl)carbamoyl)-4-methoxypyridin-3-yl ethyl carbonate